C1(=CC=CC=C1)COC(=O)C1=CC2=CC(=CC=C2C=C1)C(F)(F)P(=O)(OCC)OCC 7-((diethoxyphosphoryl)difluoromethyl)-2-naphthoic acid phenylmethyl ester